NC1=NC(=NC(=N1)CO)N (diamino-1,3,5-triazine-2-yl)methanol